2-(((3s,5r)-1-(5,6-diphenylpyrazin-2-yl)-3,5-dimethylpiperidin-4-yl)oxy)acetic acid C1(=CC=CC=C1)C=1N=CC(=NC1C1=CC=CC=C1)N1C[C@@H](C([C@@H](C1)C)OCC(=O)O)C